C(=O)(OC(C)(C)C)N[C@@H]([C@H](OCC1=CC=CC=C1)C)C(=O)O Boc-O-benzyl-threonine